5-chloro-2,4-diaminoquinazoline ClC1=C2C(=NC(=NC2=CC=C1)N)N